(R)-1-ethynyl-N-(1-methylcyclopropyl)-4-((3-methylisoxazol-5-yl)methyl)-5-oxo-1,2,4,5-tetrahydroimidazo[1,2-a]quinazoline-7-sulfonamide C(#C)[C@@H]1CN=C2N1C1=CC=C(C=C1C(N2CC2=CC(=NO2)C)=O)S(=O)(=O)NC2(CC2)C